3-(benzofuran-5-yl)acrylic acid ethyl ester C(C)OC(C=CC=1C=CC2=C(C=CO2)C1)=O